COC(C1=CC(=C(C(=C1)[N+](=O)[O-])NC)OC)=O 3-methoxy-4-(methylamino)-5-nitrobenzoic acid methyl ester